methylene-methanedisulfonate C=C(S(=O)(=O)[O-])S(=O)(=O)[O-]